C(C)(C)C1=C(C(C=C1)([Sc])C(C)C)C(C)C triisopropylcyclopentadienyl-Scandium